C(C1=CC=CC=C1)N([C@@H](CC(=O)OCC)C=1C(=C(C=CC1)C1=CC=CC=C1)F)[C@H](C)C1=CC=CC=C1 ethyl (S)-3-(benzyl((R)-1-phenylethyl)amino)-3-(2-fluorobiphenyl-3-yl)propanoate